[Si](C1=CC=CC=C1)(C1=CC=CC=C1)(C(C)(C)C)OC[C@@H]1CO[C@@H](CN1C(=O)OC(C)(C)C)C(NC(C)(C)C1=NC=C(C2=CC=C(C=C12)F)F)=O tert-butyl (2S,5S)-5-(((tert-butyldiphenylsilyl)oxy)methyl)-2-((2-(4,7-difluoroisoquinolin-1-yl)propan-2-yl)carbamoyl)morpholine-4-carboxylate